6-(4-(2-methoxyethoxy)benzyl)-5-methyl-2-phenyl-3-(piperidin-1-yl)pyrazolo[1,5-a]pyrimidin-7(4H)-one COCCOC1=CC=C(CC2=C(NC=3N(C2=O)N=C(C3N3CCCCC3)C3=CC=CC=C3)C)C=C1